ClC(OC1=CC=C(C=C1)NC(C1=CN=C(C(=C1)NC=1C=NC=CC1C)N1C[C@@H](CC1)O)=O)(F)F (R)-N-(4-(chlorodifluoromethoxy)phenyl)-6-(3-hydroxypyrrolidin-1-yl)-5-((4-Methylpyridin-3-yl)amino)nicotinamide